(2R)-{[(2S,5R)-2-carbamoyl-3-methyl-7-oxo-1,6-diazabicyclo[3.2.1]oct-3-en-6-yl]oxy}(fluoro)acetic acid 2,4-dimethylpentan-3-yl ester CC(C)C(C(C)C)OC([C@@H](F)ON1[C@@H]2C=C([C@H](N(C1=O)C2)C(N)=O)C)=O